C(C)OC(=O)C=1C(=NC=C(C1)OC[C@H](C)NC(=O)OC(C)(C)C)C 5-[(2S)-2-(tert-butoxycarbonylamino)propoxy]-2-methyl-pyridine-3-carboxylic acid ethyl ester